N-(3-(3-(7-(((S)-1-(Ethylsulfonyl)pyrrolidin-3-yl)amino)-3H-imidazo[4,5-b]pyridin-2-yl)-2,5-dimethyl-1H-pyrrol-1-yl)-4-methylphenyl)methansulfonamid C(C)S(=O)(=O)N1C[C@H](CC1)NC1=C2C(=NC=C1)NC(=N2)C2=C(N(C(=C2)C)C=2C=C(C=CC2C)NS(=O)(=O)C)C